F[B-](F)(F)F.C(CC)C1=NC=CN1C propyl-3-methylimidazole tetrafluoroborate